(S)-N-(1-(7-Cyanoquinolin-5-yl)cyclopropyl)-2-methyl-5-((1-methylazetidin-2-yl)methoxy)benzamide C(#N)C1=CC(=C2C=CC=NC2=C1)C1(CC1)NC(C1=C(C=CC(=C1)OC[C@H]1N(CC1)C)C)=O